CN1CC2=CC=C(C=C2C(C1)O)O n-methyl-4,6-dihydroxy-1,2,3,4-tetrahydroisoquinoline